5-BROMO-3-METHYL-1H-INDOLE-2-CARBALDEHYDE BrC=1C=C2C(=C(NC2=CC1)C=O)C